C(C)(=O)C1=C2CN(C(C2=CC(=C1)Cl)=O)C1CC2=CC=CC=C2C1 4-acetyl-6-chloro-2-(2,3-dihydro-1H-inden-2-yl)isoindolin-1-one